C1C(CC12CCNCC2)N2C=NC1=CC=C(C=C1C2=O)OC=2C(=C(C=CC2F)C2N(CCC2F)S(=O)(=O)N)C#N [3-[3-(7-azaspiro[3.5]nonan-2-yl)-4-oxo-quinazolin-6-yl]oxy-2-cyano-4-fluoro-phenyl]-3-fluoro-pyrrolidine-1-sulfonamide